BrC1=CN=C2N1N=C(C=C2)Cl 3-Bromo-6-chloroimidazo[1,2-b]pyridazine